C(N)(=O)C=1C=C(C=CC1F)NC(=O)[C@H]1O[C@](C[C@@H]1C1=C(C(=C(C=C1)F)F)OC)(C(F)(F)F)C (2S,3R,5R)-N-(3-Carbamoyl-4-fluoro-phenyl)-3-(3,4-Difluoro-2-methoxy-phenyl)-5-methyl-5-(trifluoromethyl)tetrahydrofuran-2-carboxamid